(Z)-3,7,11,15-tetramethylhexadec-10-en-1-yn-3-ol CC(C#C)(CCCC(CC\C=C(/CCCC(C)C)\C)C)O